C(C(=C)C)(=O)OCCS(=O)(=O)[O-].[K+] Potassium 2-(methacryloyloxy)ethanesulfonate